NCC1CC(NCC1)=O 4-aminomethyl-piperidin-2-one